C(C1=CC=CC=C1)[N+]=1OC(=CC1Cl)C benzyl-3-chloro-5-methyl-1,2-oxazol-2-ium